3-Benzyloxycyclobutanol C(C1=CC=CC=C1)OC1CC(C1)O